3-amino-2-methylpropyl(dodecanoxy)tetradecanoxy(hexadecanoxy)silane NCC(C[Si](OCCCCCCCCCCCCCCCC)(OCCCCCCCCCCCCCC)OCCCCCCCCCCCC)C